3,4,6,7-tetrahydroimidazo[4,5-c]Pyridine-5-carboxylic acid tert-butyl ester C(C)(C)(C)OC(=O)N1CC2=C(CC1)N=CN2